(R)-1-cyclopropyl-ethan-1-ol C1(CC1)[C@@H](C)O